(Z)-1-(3-(2-ethyl-5-methoxyphenyl)-4-oxothiazolidin-2-ylidene)-3-(2-fluoro-4-(1-(4-(trifluoromethoxy)phenyl)-1H-1,2,4-triazol-3-yl)phenyl)urea C(C)C1=C(C=C(C=C1)OC)N1/C(/SCC1=O)=N/C(=O)NC1=C(C=C(C=C1)C1=NN(C=N1)C1=CC=C(C=C1)OC(F)(F)F)F